Antimony triselenide [Se].[Se].[Se].[Sb].[Sb]